FC=1C=C(C=CC1C)C=1NC(C=2N(C1)N=C(C2C)C(=O)N[C@H](C(C)(C)O)C2=CC=C(C=C2)F)=O 6-(3-Fluoro-4-methylphenyl)-N-[(1S)-1-(4-fluorophenyl)-2-hydroxy-2-methylpropyl]-3-methyl-4-oxo-4,5-dihydropyrazolo[1,5-a]pyrazine-2-carboxamide